The molecule is a docosanoid that is (4Z,7Z,11Z,13Z,15E,19Z)-docosahexaenoic acid carrying two hydroperoxy substituents at positions 10 and 17. It has a role as a human xenobiotic metabolite. It is a hydroperoxy fatty acid, a lipid hydroperoxide, a docosanoid and a long-chain fatty acid. It derives from an all-cis-docosa-4,7,10,13,16,19-hexaenoic acid. It is a conjugate base of a (4Z,7Z,11Z,13Z,15E,17S,19Z)-10,17-bis(hydroperoxy)docosahexaenoate. CC/C=C\\C[C@@H](/C=C/C=C\\C=C/C(C/C=C\\C/C=C\\CCC(=O)O)OO)OO